O1CC(C(C1)OCC1OC(OC1)=O)OCC1OC(OC1)=O 4,4'-(((Tetrahydrofuran-3,4-diyl)bis(oxy))bis(methylen))bis(1,3-dioxolan-2-on)